(2-chloro-5-propionylphenyl)boronic acid ClC1=C(C=C(C=C1)C(CC)=O)B(O)O